C(C1=CC=CC=C1)OC(=O)N(CCCNC(=O)C1=CC(=NN1C)B(O)O)CCN(C1=CC(=CC=C1)C(=O)OC)C1=CC=NC2=CC=C(C=C12)Cl [5-[3-[benzyloxycarbonyl-[2-(N-(6-chloro-4-quinolyl)-3-methoxycarbonyl-anilino)ethyl]amino]propylcarbamoyl]-1-methyl-pyrazol-3-yl]boronic acid